N1N=NC=C1[C@@H]1CN(CC1)C(=O)N1CC(C1)C1=CC=C(C=C1)S(=O)(=O)CC#N 2-[4-[1-[(3S)-3-(1H-Triazol-5-yl)pyrrolidine-1-carbonyl]azetidin-3-yl]phenyl]sulfonylacetonitrile